C(#N)C=1C=C(C=CC1F)NC(=O)N1CC=2C(=NN3C2S(CC(CC3)O)(=O)=O)CC1 N-(3-Cyano-4-fluorophenyl)-3-hydroxy-2,3,4,5,8,9-hexahydropyrido[4',3':3,4]-pyrazolo[5,1-b][1,3]thiazepine-10(11H)-carboxamide 1,1-dioxide